4-(4-allylpiperazin-1-yl)-6-fluoropyridin-3-amine C(C=C)N1CCN(CC1)C1=C(C=NC(=C1)F)N